[Cl-].C[N+](CC1=CC=C(C=C1)C=C)(CC)C N,N-dimethyl-N-ethyl-N-p-vinylbenzyl-ammonium chloride